ClC1=C(C=2C3=C([C@H]4CON=C14)CCCN3N=C(N2)SC)F (R)-8-chloro-7-fluoro-5-(methylthio)-2,3,11,11a-tetrahydro-1H-10-oxa-3a,4,6,9-tetraazanaphtho[1,8-ef]azulene